OC=1C=CC(=C(C1)C1=C2C(=NC(=C1C#N)N1CC3(CN(C3)C(C=C)=O)CC1)CC(OC2)(C)C)C (M)-4-(5-hydroxy-2-methylphenyl)-7,7-dimethyl-2-(2-(2-propenoyl)-2,6-diazaspiro[3.4]octan-6-yl)-7,8-dihydro-5H-pyrano[4,3-b]pyridine-3-carbonitrile